FC=1C=NN2C1N=CC=C2N2CCC1(C(N3[C@H](O1)[C@H](C[C@H]3C3=CC=CC=C3)O)=O)CC2 (5'S,7'S,7a'R)-1-(3-fluoropyrazolo[1,5-a]pyrimidin-7-yl)-7'-hydroxy-5'-phenyltetrahydro-3'H-spiro[piperidine-4,2'-pyrrolo[2,1-b][1,3]oxazol]-3'-one